(2s,4s)-4-benzyloxy-2-[(4-fluoro-3-methyl-phenyl)carbamoyl]pyrrolidine-1-carboxylic acid tert-butyl ester C(C)(C)(C)OC(=O)N1[C@@H](C[C@@H](C1)OCC1=CC=CC=C1)C(NC1=CC(=C(C=C1)F)C)=O